C(C)(C)(C)OC(=O)C=1N(N=CC1C1=NC=C(C=N1)Br)C 4-(5-bromopyrimidin-2-yl)-2-methyl-pyrazole-3-carboxylic acid tert-butyl ester